BrC1=CC=C(C(=O)N)C=C1 4-bromobenzamide